ClC1=CC2=C(N(C(=N2)NC2=CNC3=CC=C(C=C23)Cl)N(C)C)C=C1 5-Chloro-N2-(5-chloro-1H-indol-3-yl)-N1,N1-dimethyl-1H-benzo[d]imidazole-1,2-diamine